2-(6-ethoxypyridin-3-yl)-N-((2-fluoro-5-methoxybenzyl)oxy)pyrimidine-4-carboxamide C(C)OC1=CC=C(C=N1)C1=NC=CC(=N1)C(=O)NOCC1=C(C=CC(=C1)OC)F